CC1(C(N=CC=N1)C(=O)O)C(=O)O 3-methylpyrazine-2,3-dicarboxylic acid